3-(1H-pyrrol-2-yl)propanamide N1C(=CC=C1)CCC(=O)N